ClC=1C(=CC2=C(N(C(O2)=O)C(C(=O)OCC(CO)(CO)N)C)C1)OCC1CCC1 2-amino-2-(hydroxymethyl)propane-1,3-diol 3-(5-chloro-6-(cyclobutyl-methoxy)-2-oxobenzo[d]oxazol-3(2H)-yl)propanoate